tert-butyl (R)-2-chloropropionate Cl[C@@H](C(=O)OC(C)(C)C)C